C=1(C(=CC=CC1)CC(=O)O)CC(=O)O xylylenedicarboxylic acid